5-amino-2-(hydroxymethyl)-N,N-dimethylbenzenesulfonamide NC=1C=CC(=C(C1)S(=O)(=O)N(C)C)CO